COCOC1=C(C=CC=C1)C=1C(=CC=CC1NC1=CC=CC=C1)NC1=CC=CC=C1 2'-methoxymethoxy-N2,N6-Diphenyl-[1,1'-biphenyl]-2,6-diamine